C[C@@H]1CN(C[C@H]2N1CCN(C2)CC=2C=CC=C1CCNCC21)C2=C1C=CC=NC1=C(C=C2)C#N 5-[(4R,9aS)-4-methyl-8-(1,2,3,4-tetrahydroisoquinolin-8-ylmethyl)-3,4,6,7,9,9a-hexahydro-1H-pyrazino[1,2-a]pyrazin-2-yl]quinoline-8-carbonitrile